tert-butyl 6-(5-(2-((5-chloro-4-methoxypyridin-2-yl) amino)-2-oxoethyl) pyridin-2-yl)-3-azabicyclo[4.1.0]heptane-3-carboxylate ClC=1C(=CC(=NC1)NC(CC=1C=CC(=NC1)C12CCN(CC2C1)C(=O)OC(C)(C)C)=O)OC